FC1=C(C(=O)O)C(=CN=C1C(F)(F)F)OC1=C(C=C(C=C1)OC(F)(F)F)OC 3-fluoro-5-[2-methoxy-4-(trifluoromethoxy)phenoxy]-2-(trifluoromethyl)isonicotinic acid